1,4-bis(dimethylvinylmethylsilyl)benzene CC(=CC[SiH2]C1=CC=C(C=C1)[SiH2]CC=C(C)C)C